3-amino-2-chloro-benzene NC=1C(=CC=CC1)Cl